(1R,4R)-4-((5-amino-8-fluoropyrido[4,3-d]pyrimidin-2-yl)amino)cyclohexan-1-ol NC1=NC=C(C=2N=C(N=CC21)NC2CCC(CC2)O)F